2-amino-N-[[4-(2-amino-2-oxoethyl)phenyl]methyl]-3-methyl-N-[[5-(trifluoromethyl)-2-pyridyl]methyl]quinoline-6-carboxamide NC1=NC2=CC=C(C=C2C=C1C)C(=O)N(CC1=NC=C(C=C1)C(F)(F)F)CC1=CC=C(C=C1)CC(=O)N